C(#C)C=1SC=C(N1)NC(=O)NCC1=CC=C(C=C1)N1CCCC1 1-(2-ethynyl-thiazol-4-yl)-3-(4-(pyrrolidin-1-yl)benzyl)urea